[F-].C(CC)[N+]1=CC=C(C=C1)C 1-propyl-4-methylpyridinium fluoride salt